ICC(=O)NC=1N=CN(C1)C 2-iodo-N-(1-methyl-1H-imidazol-4-yl)acetamide